Cl.N(=NC(C)(C)C=1NCCN1)C(C)(C)C=1NCCN1 2,2'-azobis[2-(2-imidazolin-2-yl)propane] Hydrochloride